CC1=NC=C(C(=C1)C1=CC=2N(C=C1)N=C(C2)NC2=NC=CC(=C2)C(F)(F)F)OC2C[C@@H]1COC[C@H](C2)N1 5-[2-methyl-5-[[(1S,5R,7s)-3-oxa-9-azabicyclo[3.3.1]nonan-7-yl]oxy]-4-pyridyl]-N-[4-(trifluoromethyl)-2-pyridyl]pyrazolo[1,5-a]pyridin-2-amine